CC1(CC[C@H]2N1N1C(C=3C=C(C(=CC23)OS(=O)(=O)C(F)(F)F)OC(F)(F)F)=CC(C(=C1)C(=O)OCC)=O)C ethyl (R)-3,3-dimethyl-8-oxo-11-(trifluoromethoxy)-12-(((trifluoromethyl)sulfonyl)oxy)-2,3,8,13b-tetrahydro-1H-pyrido[2,1-a]pyrrolo[1,2-c]phthalazine-7-carboxylate